(S)-2-(2-(3,5-difluoropyridin-2-yl)-2-methylpropanamido)-4-(((S)-3-fluoro-2-methoxypropyl)(4-(5,6,7,8-tetrahydro-1,8-naphthyridin-2-yl)butyl)amino)butanoic acid FC=1C(=NC=C(C1)F)C(C(=O)N[C@H](C(=O)O)CCN(CCCCC1=NC=2NCCCC2C=C1)C[C@@H](CF)OC)(C)C